6-Amino-3-((1S,3S)-4'-chloro-3-(3-(trifluoromethyl)-1H-pyrazol-1-yl)-1',2'-dihydrospiro[cyclopentane-1,3'-pyrrolo[2,3-b]pyridin]-5'-yl)-2-fluoro-N,N-dimethylbenzamide NC1=CC=C(C(=C1C(=O)N(C)C)F)C=1C(=C2C(=NC1)NC[C@@]21C[C@H](CC1)N1N=C(C=C1)C(F)(F)F)Cl